C1(CCCC1)OC1=NC(=NC=2[C@]3([C@H](CCC12)[C@H](C(C(=C3)C#N)=O)C)C)C3=CC=NC1=C(C=CC=C31)F (6aR,7R,10aS)-4-(cyclopentyloxy)-2-(8-fluoroquinolin-4-yl)-7,10a-dimethyl-8-oxo-5,6,6a,7,8,10a-hexahydrobenzo[h]quinazoline-9-carbonitrile